N1(CCC1)CC1=C(C(=CC=C1)F)NC1=CC(=C(C(=C1)F)S(=O)(=O)NC1=NC=CC=N1)F 4-((2-(azetidin-1-ylmethyl)-6-fluorophenyl)amino)-2,6-difluoro-N-(pyrimidin-2-yl)benzenesulfonamide